ClC1=CC=C(COC2=CC=CC(=N2)C2=CC(=C(CC3=NC4=C(N3CC3OCCC3)C=CC=C4)C=C2)F)C=C1 2-(4-(6-(4-Chlorobenzyloxy)pyridin-2-yl)-2-fluorobenzyl)-1-((tetrahydrofuran-2-yl)methyl)-1H-benzo[d]imidazol